ClC=1C=C2CCCN(C2=C(C1)C1=C2C(=NC=C1)C=C(S2)CN2C(CCC2=O)=O)C2CN(C2)C2COC2 1-((7-(6-chloro-1-(1-(oxetan-3-yl)azetidin-3-yl)-1,2,3,4-tetrahydroquinolin-8-yl)thieno[3,2-b]pyridin-2-yl)methyl)pyrrolidine-2,5-dione